C(#N)C1=CC=C(C=C1)C1=CC(=CC=2N1N=CN2)C(=O)NCCN2CCN(CC2)C 5-(4-cyanophenyl)-N-[2-(4-methylpiperazin-1-yl)ethyl]-[1,2,4]triazolo[1,5-a]pyridine-7-carboxamide